N-(8-amino-6-(2-methoxy-5-methylpyridin-4-yl)-2,7-naphthyridin-3-yl)-2-fluorocycloPropanecarboxamide NC=1N=C(C=C2C=C(N=CC12)NC(=O)C1C(C1)F)C1=CC(=NC=C1C)OC